FC1=CC=2C(C3=CC=CC=C3C2C(=C1)C=1C=NN(C1)C(C(=O)NNC1=CC=NC=C1)C)(C(F)(F)F)O 2-(4-(2-fluoro-9-hydroxy-9-(trifluoromethyl)-9H-fluoren-4-yl)-1H-pyrazol-1-yl)-N'-(pyridin-4-yl)propanehydrazide